Cl.BrC1(C2(CC3=CC=CC=C13)CC2)N bromo-1',3'-dihydrospiro[cyclopropane-1,2'-indene]-1'-amine hydrochloride